2-(2,6-dioxo-piperidin-3-yl)isoindole-1,3-dione O=C1NC(CCC1N1C(C2=CC=CC=C2C1=O)=O)=O